(3R)-3-(9H-Fluoren-9-ylmethoxycarbonyl-amino)-5-phenylpentanoic acid C1=CC=CC=2C3=CC=CC=C3C(C12)COC(=O)N[C@@H](CC(=O)O)CCC1=CC=CC=C1